(S)-(-)-cyclohexylalanine methyl ester hydrochloride C[C@@H](C(=O)OC)NC1CCCCC1.Cl